FC1=C2C=C(NC2=CC=C1OC1=NC=NN2C1=C(C(=C2)OC[C@@H](C)OC(C(C)N)=O)C)C 2-aminopropionic acid (S)-((R)-1-(4-(4-fluoro-2-methyl-1H-indol-5-yloxy)-5-methylpyrrolo[2,1-f][1,2,4]triazin-6-yloxy) propan-2-yl) ester